5-hydroxy-N-methoxy-4-(7-methoxy-1H-indol-2-yl)-2-carbonyl-5-pentyl-2,5-dihydrofuran-3-carboxamide OC1(C(=C(C(O1)=C=O)C(=O)NOC)C=1NC2=C(C=CC=C2C1)OC)CCCCC